(R)-2-amino-3-methylbutan-1-ol (D-valinol) salt N[C@H](C(C)C)CO.N[C@@H](CO)C(C)C